ClC1=CC(=NC=C1C(=O)NC1=CC=C(C=C1)CCC(=O)O)Cl 3-(4-(4,6-Dichloronicotinamido)phenyl)propanoic acid